ClC=1C(=CC2=C(N(C(NC2=O)=O)C2=C(C=CC=C2C(C)C)NCCC(=O)O)N1)F 3-((2-(7-chloro-6-fluoro-2,4-dioxo-3,4-dihydropyrido[2,3-d]pyrimidin-1(2H)-yl)-3-isopropylphenyl)amino)propanoic acid